FC1(CCN(CC1)C1=NC(=CC(=N1)NC(=O)C1=C(C=C(C=C1N1C[C@@H]2C[C@@]2(CC1)C)NS(=O)(=O)CC(=O)OCC)F)C)F ethyl 2-(N-(4-((2-(4,4-difluoropiperidin-1-yl)-6-methylpyrimidin-4-yl)carbamoyl)-3-fluoro-5-((1R,6R)-6-methyl-3-azabicyclo[4.1.0]heptan-3-yl)phenyl)sulfamoyl)acetate